COC(C1=C(C(=C(C(=C1)/C=N/CCO)O)Cl)C)=O.ClC=1C(=NC=C(C1)Cl)OC1=CC=C(O[C@@H](C(=O)N2OCCC2)C)C=C1 |r| (RS)-2-[2-[4-(3,5-dichloro-2-pyridyloxy)phenoxy]propanoyl]isoxazolidine Methyl-(E)-3-chloro-4-hydroxy-5-(((2-hydroxyethyl)imino)methyl)-2-methylbenzoate